FC1=C(C=CC=C1)NC1=NC2=CC=CC=C2C=C1 N-(2-fluorophenyl)quinolin-2-amine